(5-(isopropylsulfonyl)-1,4,5,6,7,8-hexahydropyrazolo[4,3-c]azepin-3-yl)(4-(2-(trifluoromethyl)phenyl)piperidin-1-yl)methanone C(C)(C)S(=O)(=O)N1CC2=C(CCC1)NN=C2C(=O)N2CCC(CC2)C2=C(C=CC=C2)C(F)(F)F